C(C1=CC=CC=C1)N(CC1=CC=CC=C1)O N,N-dibenzylhydroxyl-amine